4-Ethynyl-1-((4-methylquinazolin-2-yl)methyl)piperidin-3-ol C(#C)C1C(CN(CC1)CC1=NC2=CC=CC=C2C(=N1)C)O